N-(7-(trifluoromethyl)-1-(4-(trifluoromethyl)benzyl)-1H-indazol-3-yl)furan-3-carboxamide FC(C=1C=CC=C2C(=NN(C12)CC1=CC=C(C=C1)C(F)(F)F)NC(=O)C1=COC=C1)(F)F